4-(6-Chloro-1-methyl-9H-pyrido[3,4-b]indol-8-yl)-N-(2-dimethylamino-ethyl)-benzamide ClC=1C=C2C3=C(NC2=C(C1)C1=CC=C(C(=O)NCCN(C)C)C=C1)C(=NC=C3)C